N1=NN=CC=C1.[Pd] palladium triazine